COC(=O)C1=C(N(C(=C1)C1=C2C(=NC=C1)N(C=C2)S(=O)(=O)C2=CC=CC=C2)COCC[Si](C)(C)C)C2=C(C=C(C=C2)F)F Methyl-2-(2,4-difluorophenyl)-5-[1-(phenylsulfonyl)-1H-pyrrolo[2,3-b]pyridin-4-yl]-1-{[2-(trimethylsilyl) ethoxy]methyl}-1H-pyrrole-3-carboxylate